FC(C=1C(=C(C=CC1)[C@@H](C)NC=1C2=C(N=C(N1)C)C=NC(=C2)N2CC1(COC1)C2)F)F N-{(1R)-1-[3-(difluoromethyl)-2-fluorophenyl]ethyl}-2-methyl-6-(2-oxa-6-azaspiro[3.3]heptan-6-yl)pyrido[3,4-d]pyrimidin-4-amine